FC1=CC=C(S1)CC[C@@]1(CN(CC1)C(C)(C)C=1C=NC(=CC1)C)[C@H]1NC(NC2=CC=CC=C12)=O |o1:8| (R)-4-((R or S)-3-(2-(5-fluorothiophen-2-yl)ethyl)-1-(2-(6-methylpyridin-3-yl)propan-2-yl)pyrrolidin-3-yl)-3,4-dihydroquinazolin-2(1H)-one